dimethyl-1,2-cyclopropanedicarboxylic acid CC1(C(C1)(C(=O)O)C)C(=O)O